CN(C(CNC1=CC=C(C=C1)C)=O)C N,N-Dimethyl-2-(p-tolylamino)acetamide